7-heptanamide CCCCCCC(=O)N